FC1=C(C(=O)OOC(C2=C(C(=C(C(=C2F)F)F)F)F)=O)C(=C(C(=C1F)F)F)F bis(2,3,4,5,6-pentafluorobenzoyl)peroxide